C1(=C(C=CC=C1)N(C1=CC=2C3(C4=CC=CC=C4C2C=C1)C1=CC=CC=C1C=1C=CC=CC13)C1=CC=3C(C2=CC=CC=C2C3C=C1)(C)C)C1=CC=CC=C1 N-([1,1'-biphenyl]-2-yl)-N-(9,9-dimethyl-9H-fluorene-2-yl)-9,9'-spirobi[fluorene]-2-amine